bis(indenyl)cobalt [CH-]1C=CC2=CC=CC=C21.[CH-]1C=CC2=CC=CC=C21.[Co+2]